Cl.NC1=CC(=NC=N1)NC1=CC(=C2N(C1=O)C1(CCN(CC1)C)NC2=O)Cl 6-[(6-aminopyrimidin-4-yl)amino]-8-chloro-1'-methyl-spiro[2H-imidazo[1,5-a]pyridine-3,4'-piperidine]-1,5-dione hydrochloride